1,1-dichloro-5-methyl-5-aza-2,8-dioxa-1-stannacyclooctane Cl[Sn]1(OCCN(CCO1)C)Cl